3-[(2-fluorobenzyl)sulfanyl]-5-propyl-[1,2,4]triazolo[4,3-a]pyrimidin-7(8H)-one FC1=C(CSC2=NN=C3N2C(=CC(N3)=O)CCC)C=CC=C1